CN(CCN1N=C(C=C1[N+](=O)[O-])C)C N,N-dimethyl-2-(3-methyl-5-nitro-1H-pyrazol-1-yl)ethane-1-amine